4-[6-({4-[2-amino-6-(m-cyanophenyl)-4-pyrimidinyl]-1H-1,2,3-triazol-1-yl}methyl)-2-pyridinyl]-4-methylpentanoic acid NC1=NC(=CC(=N1)C=1N=NN(C1)CC1=CC=CC(=N1)C(CCC(=O)O)(C)C)C1=CC(=CC=C1)C#N